S1C(=CC=C1)C(=C)C1OC1 2-(1-(thiophen-2-yl)vinyl)oxirane